(4-fluorophenyl)(methyl)((4-((5-(trifluoromethyl)-1,2,4-oxadiazol-3-yl)methyl)phenyl)imino)-λ6-sulfanone FC1=CC=C(C=C1)S(=O)(=NC1=CC=C(C=C1)CC1=NOC(=N1)C(F)(F)F)C